N-(5-(3-cyclopropyl-3-oxoprop-1-yn-1-yl)-8-(methylamino)-2,7-naphthyridin-3-yl)cyclopropanecarboxamide C1(CC1)C(C#CC1=C2C=C(N=CC2=C(N=C1)NC)NC(=O)C1CC1)=O